Cl.COC(CNCC1=CC=CC=C1)=O N-benzyl-glycine methyl ester hydrochloride